OC(COCN1C=2N=C(NC(C2N=C1)=O)N)CO 9-[(2,3-dihydroxy-propoxy)methyl]guanine